7-[1-(2,2-difluoroethyl)-1H-pyrazolo[3,4-b]pyrazin-6-yl]-2-[2-(trifluoromethyl)pyridin-3-yl]-2,7-diazaspiro[4.5]decan-3-one FC(CN1N=CC=2C1=NC(=CN2)N2CC1(CC(N(C1)C=1C(=NC=CC1)C(F)(F)F)=O)CCC2)F